((tert-butyldimethylsilyloxy)methyl)-4,4-dimethyl-1,2,3,4-tetrahydroquinoline [Si](C)(C)(C(C)(C)C)OCN1CCC(C2=CC=CC=C12)(C)C